2-[(2,4-dichlorophenyl)methylamino]-5-ethyl-4H-[1,2,4]triazolo[1,5-a]pyrimidin-7-one ClC1=C(C=CC(=C1)Cl)CNC1=NN2C(NC(=CC2=O)CC)=N1